tert-Butyl 5-({N-[(benzyloxy)carbonyl]-O-[tert-butyl(diphenyl)silyl]-N-(2H3)methyl-D-seryl}amino)-1H-pyrrolo[3,2-b]pyridine-1-carboxylate C(C1=CC=CC=C1)OC(=O)N([C@H](CO[Si](C1=CC=CC=C1)(C1=CC=CC=C1)C(C)(C)C)C(=O)NC1=CC=C2C(=N1)C=CN2C(=O)OC(C)(C)C)C([2H])([2H])[2H]